FC(C=1C=NC(=NC1)N1CCN(CC1)C(C)=O)(F)F 1-{4-[5-(trifluoromethyl)pyrimidin-2-yl]piperazin-1-yl}ethanone